benzyl 2-[tert-butoxycarbonyl(2-hydroxyethyl)amino]acetate C(C)(C)(C)OC(=O)N(CC(=O)OCC1=CC=CC=C1)CCO